N-(4-(3-azabicyclo[3.1.1]heptan-3-yl)-3-fluorophenyl)-2-(2-oxa-6-azaspiro[3.4]octan-6-yl)-5-(2,2,2-trifluoroethyl)oxazole-4-carboxamide C12CN(CC(C1)C2)C2=C(C=C(C=C2)NC(=O)C=2N=C(OC2CC(F)(F)F)N2CC1(COC1)CC2)F